S1N=NC=C1 1-thia-2,3-diazole